2-(1H-indazol-5-yliminomethyl)-6-nitrophenolate N1N=CC2=CC(=CC=C12)N=CC1=C(C(=CC=C1)[N+](=O)[O-])[O-]